4-pyrrolidin-1-ylbutyl 6-[5-(6-methyl-2-pyridyl)-1H-pyrazol-4-yl]-1,5-naphthyridine-3-carboxylate CC1=CC=CC(=N1)C1=C(C=NN1)C=1N=C2C=C(C=NC2=CC1)C(=O)OCCCCN1CCCC1